(S,Z)-1-((5-chloro-3'-(ethoxymethyl)-[1,1'-biphenyl]-2-yl)sulfonyl)-4-fluoro-N-(4-(methylsulfonyl)but-3-en-2-yl)piperidine-4-carboxamide ClC=1C=CC(=C(C1)C1=CC(=CC=C1)COCC)S(=O)(=O)N1CCC(CC1)(C(=O)N[C@@H](C)\C=C/S(=O)(=O)C)F